8-amino-4,4-dimethyl-N-(4-phenyl-1,3-thiazol-2-yl)-4,5-dihydro-1H-pyrazolo[4,3-H]quinazoline-3-carboxamide NC1=NC=2C3=C(C(CC2C=N1)(C)C)C(=NN3)C(=O)NC=3SC=C(N3)C3=CC=CC=C3